O=C1NC(CCC1NC1=CC=C(C=C1)NCCCCCCC(=O)N(C(C)C)C(C)C)=O 7-((4-((2,6-dioxopiperidin-3-yl)amino)phenyl)amino)-N,N-diisopropylheptanamide